C(C(C)C)N(CC(C)C)[Hf](N(CC)C)(N(C)CC)N(CC(C)C)CC(C)C bis(diisobutylamino)bis(ethyl-(methyl)amino)hafnium